[Si](C1=CC=CC=C1)(C1=CC=CC=C1)(C(C)(C)C)OCCCC=1C(=C(N(N1)C1=CC=C(C=C1)F)N)Cl 5-{3-[(tert-butyldiphenylsilyl)oxy]propyl}-4-chloro-2-(4-fluorophenyl)pyrazol-3-amine